2-(trans-4-aminocyclohexyl)-5-chloro-N4-(2-methoxyphenyl)pyrimidine-2,4-diamine N[C@@H]1CC[C@H](CC1)C1(NC=C(C(=N1)NC1=C(C=CC=C1)OC)Cl)N